COC=1C=C(C=C)C=CC1OC 3,4-Dimethoxystyrol